4-(((1R,4R)-4-(3-(difluoromethyl)-1H-pyrazol-1-yl)cyclohexyl)amino)-N-((R)-2-fluoro-3-hydroxy-3-methylbutyl)nicotinamide FC(C1=NN(C=C1)C1CCC(CC1)NC1=CC=NC=C1C(=O)NC[C@H](C(C)(C)O)F)F